C1CCCCC1 (1s,3s,5s)-cyclohexane